1-(2-methyl-3-(trifluoromethyl)phenyl)propane CC1=C(C=CC=C1C(F)(F)F)CCC